3-((1H-benzo[d][1,2,3]triazol-5-yl)ethynyl)-1-((3s,5r)-5-(methoxymethyl)pyrrolidin-3-yl)-1H-pyrazolo[3,4-d]pyrimidin-4-amine hydrochloride Cl.N1N=NC2=C1C=CC(=C2)C#CC2=NN(C1=NC=NC(=C12)N)[C@@H]1CN[C@H](C1)COC